3-acetyl-2-methylthiazolidine-4-carboxylic acid C(C)(=O)N1C(SCC1C(=O)O)C